(R)-2-methyl-N-((3S,4S)-3-methyl-2-oxa-8-azaspiro[4.5]dec-4-yl)propane-2-sulfinamide trifluoroacetate FC(C(=O)O)(F)F.CC(C)(C)[S@@](=O)N[C@@H]1[C@@H](OCC12CCNCC2)C